O=C(CC\C=C/CCCCCCCCCC(=O)O)CCCCC (Z)-15-Oxo-11-eicosenoic acid